3,5-dimercapto-triazine SN1NN=CC(=C1)S